ClC=1C(=NC(=C(N1)C)C1=C(C(=NC=C1)OC)Cl)C(=O)[O-] 3-chloro-6-(3-chloro-2-methoxypyridin-4-yl)-5-methylpyrazine-2-carboxylate